(tert-butyl-Oxycarbonyl)-D-proline C(C)(C)(C)OC(=O)N1[C@H](CCC1)C(=O)O